COC=1C=C(CN(C(=O)OCOCOCCC(CCOCOCOC(=O)N(CC2=CC=C(C=C2)N(C)C)CC2=CC(=CC=C2)OC)N(C)C)CC2=CC=C(C=C2)N(C)C)C=CC1 1-{[(3-methoxybenzyl)(4-dimethylaminobenzyl)amino]carbonyloxymethoxymethoxy}-5-{[(3-methoxybenzyl)(4-dimethylaminobenzyl)amino]carbonyloxymethoxymethoxy}-3-(dimethylamino)pentane